ClC1=C(C=C(CN2C(NC(C3=C2C=CN3)=O)=S)C=C1)OC(F)(F)F 1-(4-chloro-3-(trifluoromethoxy)benzyl)-2-thioxo-1,2,3,5-tetrahydro-4H-pyrrolo[3,2-d]pyrimidin-4-one